ethyl (2E)-3-[(4-methoxyphenyl)amino]-2-[(3-methoxyphenyl)carbonyl]prop-2-enoate COC1=CC=C(C=C1)N/C=C(/C(=O)OCC)\C(=O)C1=CC(=CC=C1)OC